tert-butyl 4-[3-[[2-[3-(N'-acetoxycarbamimidoyl)phenyl]-1-(1,3-benzothiazol-2-yl)ethyl]sulfamoyl]benzoyl]piperazine-1-carboxylate C(C)(=O)ON=C(N)C=1C=C(C=CC1)CC(C=1SC2=C(N1)C=CC=C2)NS(=O)(=O)C=2C=C(C(=O)N1CCN(CC1)C(=O)OC(C)(C)C)C=CC2